BrC1=C(C(=O)OC)C=C(C2=C1OCO2)OC methyl 2-bromo-3,4-methylenedioxy-5-methoxybenzoate